4-methyl-N-((4-(1-(1-methylpiperidin-4-yl)-1H-pyrazol-4-yl)pyridin-2-yl)methyl)-3-(methylsulfonyl)benzamide CC1=C(C=C(C(=O)NCC2=NC=CC(=C2)C=2C=NN(C2)C2CCN(CC2)C)C=C1)S(=O)(=O)C